C1(CC1)C=1C(=C2C(C(N(C2=CC1)CC(=O)NC[C@@H](CC(=O)OC)F)=O)(C)C)F methyl (R)-4-(2-(5-cyclopropyl-4-fluoro-3,3-dimethyl-2-oxoindol-1-yl) acetamido)-3-fluorobutyrate